N-(5-(cyclopropylethynyl)-1,3,4-thiadiazol-2-yl)-2-(2-(difluoromethyl)-5-methoxypyridin-4-yl)-4-(5-methyl-1,3,4-oxadiazol-2-yl)benzamide C1(CC1)C#CC1=NN=C(S1)NC(C1=C(C=C(C=C1)C=1OC(=NN1)C)C1=CC(=NC=C1OC)C(F)F)=O